ONC(CCC1=CC(=NC2=CC=CC=C12)C1=CC=C(C=C1)OCC)=O N-Hydroxy-3-(2-(4-ethoxyphenyl)quinolin-4-yl)propanamide